NCC1(CCOCC1)O 4-(aminomethyl)tetrahydropyran-4-ol